C1(=C2N(C=N1)CCC2)C(C(=O)OCC)N2CC1=C(C=C(C=C1C2=O)C2=CC=C(C=C2)N2CCN(CC2)C(=O)OC(C)(C)C)F tert-butyl 4-[4-[2-[1-(6,7-dihydro-5H-pyrrolo[1,2-c]imidazol-1-yl)-2-ethoxy-2-oxo-ethyl]-7-fluoro-3-oxo-isoindolin-5-yl]phenyl]piperazine-1-carboxylate